ClC1=CC=C(C=C1)[C@@H]1COC2=C(O1)C=CC=C2C2CCN(CC2)CC=2NC(=CN2)C=O (R)-2-((4-(2-(4-chlorophenyl)-2,3-dihydrobenzo[b][1,4]dioxin-5-yl)piperidin-1-yl)methyl)-1H-imidazole-5-carbaldehyde